dipropyl-1,3-pentanediol C(CC)C(CC(CC)O)(O)CCC